C(#N)CNC(=O)C=1N=NN(C1)CCCCC=1N=NC(=CC1)NC(CC1=CC(=CC=C1)OC(F)(F)F)=O N-(cyanomethyl)-1-[4-(6-{2-[3-(trifluoromethoxy)phenyl]acetamido}pyridazin-3-yl)butyl]-1H-1,2,3-triazole-4-carboxamide